Cl.FC1=CC(=CC=2C3=C(NC12)CCNC3)C(F)(F)F 6-Fluoro-8-(trifluoromethyl)-2,3,4,5-tetrahydro-1H-pyrido[4,3-b]indole hydrochloride